S1C(=NC2=C1C=CC=C2)NC(=O)C=2C=CC=C1CCN(CC21)C2=CC=C(C(=N2)C(=O)OC(C)(C)C)C=2C(=C(OC1CC3(C1)CCN(CC3)CC(=O)O)C=CC2)C 2-[2-[3-[6-[8-(1,3-benzothiazol-2-ylcarbamoyl)-3,4-dihydro-1H-isoquinolin-2-yl]-2-tert-butoxycarbonyl-3-pyridyl]-2-methyl-phenoxy]-7-azaspiro[3.5]nonan-7-yl]acetic acid